CC1=C(C(=C(S1)C(=O)OCC1=CC(=CC=C1)C=1C=CC=2N(N1)C(=CN2)C2=COC=C2)N)C [3-[3-(3-furyl)imidazo[1,2-b]pyridazin-6-yl]phenyl]methanol Methyl-3-amino-4-methylthiophene-2-carboxylate